ethyl (4-(trifluoromethoxy)phenyl)glycinate FC(OC1=CC=C(C=C1)NCC(=O)OCC)(F)F